IC=1N(C2=CC=CC(=C2C1)NC1CCC(CC1)N(CCO)CCO)CC(F)(F)F 2,2'-((4-((2-iodo-1-(2,2,2-trifluoroethyl)-1H-indol-4-yl)amino)cyclohexyl)azanediyl)bis(ethan-1-ol)